C([C@@H](C(=O)OC(C)(C)C)N)SSC[C@@H](C(=O)OC(C)(C)C)N L-cystine, Di-tert-butyl Ester